N(=[N+]=[N-])C1=CC=C2C(OC3(CCOCC3)C2=C1)=O 6-azido-2',3',5',6'-tetrahydro-3H-spiro[isobenzofuran-1,4'-pyran]-3-one